1-naphthylmethylparaben sulfonium salt [SH3+].C1(=CC=CC2=CC=CC=C12)COC(=O)C1=CC=C(O)C=C1